N-(2-((S)-1-(2,3-Difluorobenzyl)-5-oxopyrrolidin-2-yl)acetyl)-N-(prop-2-yn-1-yl)-L-valine FC1=C(CN2[C@@H](CCC2=O)CC(=O)N([C@@H](C(C)C)C(=O)O)CC#C)C=CC=C1F